(+-)-trans-N-[8-chloro-7-cyano-6-(4-methyl-3-pyridinyl)-3-isoquinolinyl]-2-cyano-cyclopropanecarboxamide ClC=1C(=C(C=C2C=C(N=CC12)NC(=O)[C@H]1[C@@H](C1)C#N)C=1C=NC=CC1C)C#N |r|